OC=1C=C2CC[C@@H]([C@@H](C2=CC1)C1=CC=C(C=C1)N1CCC(CC1)CCN1CCN(CC1)C1=CC=C2C(=NN(C2=C1)C)C1C(NC(CC1)=O)=O)C1=CC=CC=C1 3-(6-(4-(2-(1-(4-((1R,2S)-6-hydroxy-2-phenyl-1,2,3,4-tetrahydronaphthalen-1-yl)phenyl)piperidin-4-yl)ethyl)piperazin-1-yl)-1-methyl-1H-indazol-3-yl)piperidine-2,6-dione